CO[C@H]1C[C@@H](CC1)C1(C=C(NN1[C@@H](C)C1=CC=CC=C1)C(=O)NC)C(=O)N 5-((1R,3R)-3-methoxycyclopentyl)-N3-methyl-1-((S)-1-phenylethyl)-1H-pyrazole-3,5-dicarboxamide